2-(methoxymethyloxy)-6-(trifluoromethoxy)benzaldehyde COCOC1=C(C=O)C(=CC=C1)OC(F)(F)F